OC(=O)C(F)(F)F.ClC=1C=CC2=C(CN(CC=3N2C(=NN3)N3CC2(CNC2)C3)C)C1 8-Chloro-5-methyl-1-(2,6-diazaspiro[3.3]heptan-6-yl)-5,6-dihydro-4H-benzo[f][1,2,4]triazolo[4,3-a][1,4]diazepine TFA salt